2-((1r,4r)-4-(2-(2,4-dimethyloxazol-5-yl)-6-(phenylsulfonyl)imidazo[4,5-d]Pyrrolo[2,3-b]Pyridin-1(6H)-yl)cyclohexyl)acetonitrile CC=1OC(=C(N1)C)C1=NC=2C(=C3C(=NC2)N(C=C3)S(=O)(=O)C3=CC=CC=C3)N1C1CCC(CC1)CC#N